Cl.[C@@]12(CNC[C@@H]2C1)C1=CC=C(C=C1)C=1C=NC(=C(C(=O)OC)C1)N methyl 5-(4-((1s,5r)-3-azabicyclo[3.1.0]hex-1-yl) phenyl)-2-aminonicotinate hydrochloride